ClC1=CC(=NC=C1)[C@@H]1[C@H](C1)C(=O)NC1=NC=NC(=C1)N1[C@H](C[C@@H](C1)CO)C=1N=C2N(C=C(C=C2)C2CC2)C1 (1S,2S)-2-(4-chloropyridin-2-yl)-N-(6-((2R,4S)-2-(6-cyclopropylimidazo[1,2-a]pyridin-2-yl)-4-(hydroxymethyl)pyrrolidin-1-yl)pyrimidin-4-yl)cyclopropane-1-carboxamide